trans-4-(3,4-dihydroisoquinolin-2(1H)-yl)-1-(6-((2-chlorophenyl)amino)pyrimidin-4-yl)piperidin-3-ol C1N(CCC2=CC=CC=C12)[C@H]1[C@@H](CN(CC1)C1=NC=NC(=C1)NC1=C(C=CC=C1)Cl)O